C(C)(C)NCCNC(C)C N,N'-diisopropylethylendiamine